N1C(=C(C=C1)C=O)C=O 1H-pyrroledicarboxaldehyde